C(C(C)(C)C)OC(=O)N[C@@H](CCCCN)C(=O)O neopentyloxycarbonyl-lysine